C(CCCCCCCCCCCCCCCCCCCCC)CCCCCCCCCCCCCCCC 1-behenyl-hexadecane